ClC1=NN(C=C1)C1=C2C=CC(=NC2=CC=C1)C(=O)NS(=O)(=O)C1=C(C=CC=2C(COC21)(C)C)OC 5-(3-chloro-1H-pyrazol-1-yl)-N-((6-methoxy-3,3-dimethyl-2,3-dihydrobenzofuran-7-yl)sulfonyl)quinoline-2-carboxamide